FC(COC1=C(C=C(C=C1)F)C(C)NC1=NC=2N(C=C1)N=CC2C=2C=NN(C2)S(=O)(=O)C)F N-(1-(2-(2,2-difluoroethoxy)-5-fluorophenyl)ethyl)-3-(1-(methylsulfonyl)-1H-pyrazol-4-yl)pyrazolo[1,5-a]pyrimidin-5-amine